6-(6-Amino-3-azabicyclo[3.1.0]hexan-3-yl)-3-(2,3-dichlorophenyl)-1H-pyrazolo[3,4-d]pyrimidine-4-carboxamide NC1C2CN(CC12)C1=NC(=C2C(=N1)NN=C2C2=C(C(=CC=C2)Cl)Cl)C(=O)N